F[C@@H]1[C@]2(CC[C@@H](C[C@@H]1N(C1=CC=C(N=N1)C1=C(C=C(C=C1)N1N=CC(=C1)F)O)C)N2C)C 2-(6-(((1R,2S,3S,5S)-2-fluoro-1,8-dimethyl-8-azabicyclo[3.2.1]octan-3-yl)(methyl)amino)pyridazin-3-yl)-5-(4-fluoro-1H-pyrazol-1-yl)phenol